(2S,3S,4S)-3-azido-1-[3-cyano-6-methyl-4-(trifluoromethyl)-2-pyridyl]-4-hydroxy-N-methyl-N-(m-tolyl)pyrrolidine-2-carboxamide N(=[N+]=[N-])[C@H]1[C@H](N(C[C@@H]1O)C1=NC(=CC(=C1C#N)C(F)(F)F)C)C(=O)N(C=1C=C(C=CC1)C)C